1-(hydroxymethyl)-2,3-dihydro-1H-indene-1-carboxylic acid OCC1(CCC2=CC=CC=C12)C(=O)O